(S)-6-allyl-2-((4-((2-hydroxy-1-phenylethyl)amino)-5-(3-methyl-1,2,4-oxadiazol-5-yl)pyridin-2-yl)amino)-7,7-dimethyl-6,7-dihydro-5H-pyrrolo[3,4-b]pyridin-5-one C(C=C)N1C(C2=NC(=CC=C2C1=O)NC1=NC=C(C(=C1)N[C@H](CO)C1=CC=CC=C1)C1=NC(=NO1)C)(C)C